1-(3,3-dimethylcyclohex-1-en-1-yl)ethan-1-one CC1(C=C(CCC1)C(C)=O)C